O=C1NC(CCC1C=1C=CC(=NC1)N1CCC(CC1)CC(=O)O)=O (1-[5-(2,6-dioxopiperidin-3-yl)pyridin-2-yl]piperidin-4-yl)acetic acid